ClC1=CC2=C(N=CN(C2=O)CC2(CCN(CC2)C(C2=CC=C(C=C2)Cl)=O)O)N1C1=CC(=C(C=C1)[C@H]1NC[C@@H](OC1)C)C 6-Chloro-3-((1-(4-chlorobenzoyl)-4-hydroxypiperidin-4-yl)methyl)-7-(3-methyl-4-((3R,6S)-6-methylmorpholin-3-yl)phenyl)-3,7-dihydro-4H-pyrrolo[2,3-d]pyrimidin-4-one